benzyl 5-acetylamino-2-(((benzyloxy) carbonyl) amino)-5-oxopentanoate C(C)(=O)NC(CCC(C(=O)OCC1=CC=CC=C1)NC(=O)OCC1=CC=CC=C1)=O